(E)-3-(dimethylamino)-N-((1,2,3,5-tetrahydro-s-indacen-4-yl)carbamoyl)prop-1-en-1-sulfonamide zinc [Zn].CN(C/C=C/S(=O)(=O)NC(NC1=C2CCCC2=CC=2C=CCC12)=O)C